FC1=NN2C=NC=3C(=CC=CC3C2=N1)OC fluoro-7-methoxy-[1,2,4]triazolo[1,5-c]quinazolin